COC=1C=C(C=CC1OC)C1=CC=NC=2N1N=C(C2)C(=O)NC21CC(C2)(C1)C(=O)N1CCNCC1 7-(3,4-dimethoxyphenyl)-N-(3-(piperazine-1-carbonyl)bicyclo[1.1.1]pentan-1-yl)pyrazolo[1,5-a]pyrimidine-2-carboxamide